1-hexyl-3-methylimidazolium tetracyanoborate C(#N)[B-](C#N)(C#N)C#N.C(CCCCC)N1C=[N+](C=C1)C